NC[C@]1([C@H](CN(C1)S(=O)(=O)C1=NC=C(C=C1)I)OC1=CC(=C(C#N)C=C1)F)O 4-(((3S,4S)-4-(aminomethyl)-4-hydroxy-1-((5-iodopyridin-2-yl)sulfonyl)pyrrolidin-3-yl)oxy)-2-fluorobenzonitrile